thionitric acid [N+](=S)(O)[O-]